C[C@@H]1CN(C[C@@H](N1)C)C1=C2C=NC(=NC2=C(C=C1)C(=O)NC1=CC2=CN(N=C2C(=C1)F)C)NC[C@H]1COCC1 5-[(3R,5S)-3,5-dimethylpiperazin-1-yl]-N-(7-fluoro-2-methyl-indazol-5-yl)-2-[[(3S)-tetrahydrofuran-3-yl]methylamino]quinazoline-8-carboxamide